C(CCCCCCC)C1=CC=C(C=C1)OC(C1=CC=CC=C1)=O (4-octylphenyl)benzoate